C(C=C)(=O)N1CCC2(CC1)CC=C(CC2)C2=C(C1=C(N=CN=C1N)N2C(F)F)C=2C=CC(=NC2)C#N 5-(6-(3-acryloyl-3-azaspiro[5.5]undec-8-en-9-yl)-4-amino-7-(difluoromethyl)-7H-pyrrolo[2,3-d]pyrimidin-5-yl)picolinonitrile